2-aza-inosine [C@@H]1([C@H](O)[C@H](O)[C@@H](CO)O1)N1C=NC=2C(O)=NN=NC12